CN1N=CC(=C1)C#N 1-methyl-1H-pyrazole-4-carbonitrile